C(=O)C=1C=C(C2=C(C=CO2)C1O)C=1C=C(CNC(OC(C)(C)C)=O)C=CC1 tert-butyl 3-(5-formyl-4-hydroxybenzofuran-7-yl)benzylcarbamate